4-(chloromethyl)-2-(6-fluoro-1H-indol-2-yl)oxazole ClCC=1N=C(OC1)C=1NC2=CC(=CC=C2C1)F